CN1[C@@H]2CN([C@H](C1)C2)C2=CC=CC(=N2)NC2=CC1=C(C=N2)SC(=N1)C=1C=C(C(=O)N)C=CC1 3-[6-({6-[(1S,4S)-5-Methyl-2,5-diazabicyclo[2.2.1]heptan-2-yl]pyridin-2-yl}amino)-[1,3]thiazolo[5,4-c]pyridin-2-yl]benzamide